1,3-bis({[1-(4-chlorophenyl)-3-methyl-1H-1,2,4-triazol-5-yl]methyl})urea ClC1=CC=C(C=C1)N1N=C(N=C1CNC(=O)NCC1=NC(=NN1C1=CC=C(C=C1)Cl)C)C